C(C)(C)(C)OC(=O)N1CC=2N(CC1C)C(N(C2C(=O)O)C=2C=C1C=NN(C1=CC2)C[C@@H](C)O)=O 7-(tert-butoxycarbonyl)-2-{1-[(2R)-2-hydroxypropyl]indazol-5-yl}-6-methyl-3-oxo-5H,6H,8H-imidazo[1,5-a]pyrazine-1-carboxylic acid